C(C)(C)(C)OC(N(C(=O)OC(C)(C)C)C=1N=NC=C(C1C)Br)=O (5-bromo-4-methylpyridazin-3-yl)(tert-butoxycarbonyl)carbamic acid tert-butyl ester